N2-(2-(4-methylpiperazin-1-yl)-5-nitrophenyl)pyridin-2,3-diamine CN1CCN(CC1)C1=C(C=C(C=C1)[N+](=O)[O-])NC1=NC=CC=C1N